5-methyl-2-(trifluoromethyl)-6,7-dihydro-5H-benzo[c]imidazo[1,2-a]azepine CC1CCC2=C(C=3N1C=C(N3)C(F)(F)F)C=CC=C2